lithium 2-(6-(6-(6-(tert-butoxycarbonyl)-2,6-diazaspiro[3.3]heptan-2-yl)pyridin-3-yl)-7-fluoro-2H-indazol-2-yl)-2-(6,7-dihydro-5H-pyrrolo[1,2-c]imidazol-1-yl)acetate C(C)(C)(C)OC(=O)N1CC2(CN(C2)C2=CC=C(C=N2)C=2C=CC3=CN(N=C3C2F)C(C(=O)[O-])C2=C3N(C=N2)CCC3)C1.[Li+]